ClC1=CC=C(CCN[C@H](C(=O)NC2=NC=C(C=C2)OC2CN(C(N(C2)C)=O)C)C2=CC=CC=C2)C=C1 |r| (S)- and (R)-2-((4-chlorophenethyl)amino)-N-(5-((1,3-dimethyl-2-oxohexahydropyrimidin-5-yl)oxy)pyridin-2-yl)-2-phenylacetamide